N1C(=CC2=CC=CC=C12)CNC=1OC2=C(C=C(C=C2C(C1)=O)C)C(C)NC1=C(C(=O)O)C=CC=C1 2-[1-[2-(1H-Indol-2-ylmethylamino)-6-methyl-4-oxo-chromen-8-yl]ethylamino]benzoic acid